2-chloro-N-(2-(trifluoromethoxy)phenyl)acetamide tert-butyl-4-(aminomethyl)-4-cyanopiperidine-1-carboxylate C(C)(C)(C)OC(=O)N1CCC(CC1)(C#N)CN.ClCC(=O)NC1=C(C=CC=C1)OC(F)(F)F